1,5-dimethyl-6-((1-(methylsulfonyl)cyclopropyl)methyl)-7-oxo-4,5,6,7-tetrahydro-1H-pyrazolo[3,4-c]pyridine-3-carboxamide CN1N=C(C2=C1C(N(C(C2)C)CC2(CC2)S(=O)(=O)C)=O)C(=O)N